C(C)OC(CCN1C=CC2=CC(=CC(=C12)C)OCC1=CC(=C(C=C1)C1CCCC1)C(F)(F)F)=O 3-(5-((4-cyclopentyl-3-(trifluoromethyl)benzyl)oxy)-7-methyl-1H-indol-1-yl)propionic acid ethyl ester